ClC1=CC(=C(S1)C1=CC=C(C(=N1)C)O[C@@H]1C[C@H](CCC1)C(=O)O)CN1N=NC(=C1)CC1CC1 (1S,3S)-3-((6-(5-Chloro-3-((4-(cyclopropylmethyl)-1H-1,2,3-triazol-1-yl)methyl)thiophene-2-yl)-2-methylpyridin-3-yl)oxy)cyclohexane-1-carboxylic acid